8-(4-chloro-2,6-dimethylphenyl)-9-(4-((1-(3-fluoropropyl)azetidin-3-ylidene)methyl)phenyl)-6,7-dihydro-5H-benzo[7]annulene-3-carboxylic acid ClC1=CC(=C(C(=C1)C)C=1CCCC2=C(C1C1=CC=C(C=C1)C=C1CN(C1)CCCF)C=CC(=C2)C(=O)O)C